FC=1C=C(C=C(C1)F)[C@@H](C)NC=1C=C2C(=NC1)NN=C2\C=C\C2=NC=CC=C2 (R,E)-N-(1-(3,5-difluorophenyl)ethyl)-3-(2-(pyridin-2-yl)vinyl)-1H-pyrazolo[3,4-b]pyridin-5-amine